FC(COC1=NC=CC(=N1)C1=CC=2C=NC(=CC2N1)NC(=O)C=1C=NN(C1)C1CCC(CC1)O)F N-(2-(2-(2,2-difluoroethoxy)pyrimidin-4-yl)-1H-pyrrolo[3,2-c]pyridin-6-yl)-1-((1s,4s)-4-hydroxycyclohexyl)-1H-pyrazole-4-carboxamide